CC1=C(OC2CCC3(CN(C3)C(=O)C3CC(C3)(C)O)CC2)C=CC=C1C (7-(2,3-Dimethylphenoxy)-2-azaspiro[3.5]nonan-2-yl)((1s,3s)-3-hydroxy-3-methylcyclobutyl)methanon